[N+](=O)([O-])C=1C=C2C(C(NC2=CC1)=O)=O 5-nitroindoline-2,3-dione